ClC1=NC(=C2N=CN(C2=N1)[C@@H]1O[C@@H]([C@H]([C@H]1O)O)CO)N1CC2(C3=C(C=CC=C13)F)CCCC2 (2R,3R,4S,5R)-2-[2-chloro-6-(4'-fluoro-spiro[cyclopentane-1,3'-indoline]-1'-yl)purin-9-yl]-5-(hydroxymethyl)tetrahydrofuran-3,4-diol